((2-((R)-4-(difluoromethyl)-2-oxothiazolidin-3-yl)-5,6-dihydrobenzo[f]imidazo[1,2-d][1,4]oxazepin-9-yl)amino)propionamide FC([C@H]1N(C(SC1)=O)C=1N=C2N(CCOC3=C2C=CC(=C3)NC(C(=O)N)C)C1)F